C12OCC(CC1)O2 2,7-dioxabicyclo[2.2.1]heptane